ClC1=CC(=C2N=C(C=NC2=C1)N1CCOCC1)C(C)NC1=C(C(=O)O)C=CC=C1 2-(1-[7-chloro-3-(morpholin-4-yl)quinoxalin-5-yl]ethylamino)-benzoic acid